C1(=CC=CC=C1)CC(=O)NC1CC(C1)N1C2=NC=NC(=C2N=C1)NC1=CC=C(C=C1)N1CCN(CC1)C1CC2(C1)CN(CC2)C(=O)OC(C)(C)C tert-butyl 2-(4-(4-((9-((1s,3s)-3-(2-phenylacetamido)cyclobutyl)-9H-purin-6-yl)amino)phenyl)piperazin-1-yl)-6-azaspiro[3.4]octane-6-carboxylate